P(=O)(N=C=O)(N=C=O)N=C=O Phosphoryl isocyanate